C(C)C(C(=O)O)(C(=O)O)CC.C(CC(=O)OCC)(=O)OCC diethyl malonate (diethyl malonate)